4-(7-(3-amino-8-azabicyclo[3.2.1]octane-8-yl)-3-(p-tolyl)-3H-imidazo[4,5-b]pyridine-2-yl)-2-fluorobenzonitrile NC1CC2CCC(C1)N2C2=C1C(=NC=C2)N(C(=N1)C1=CC(=C(C#N)C=C1)F)C1=CC=C(C=C1)C